NC=1C=C(C=CC1Br)CN(C(=O)C=1C=NC(=NC1)C1CC1)C1=C(C=C(C=C1)F)S(=O)(=O)C N-[(3-amino-4-bromophenyl)methyl]-2-cyclopropyl-N-(4-fluoro-2-methanesulfonylphenyl)pyrimidine-5-carboxamide